NNC(=O)OCC Aminourethan